(3S)-tetrahydrofuran-3-amine HCl salt Cl.O1C[C@H](CC1)N